BrCC(=O)C1=CC(=CC=C1)C(F)(F)F 2-bromo-1-(3-trifluoromethylphenyl)ethan-1-one